4-[(8-cyclopentyl-7-ethyl-5-methyl-6-oxo-7H-pteridin-2-yl)amino]-3-methoxy-N-[2-[4-(4-piperidylmethyl)piperazin-1-yl]ethyl]benzamide C1(CCCC1)N1C(C(N(C=2C=NC(=NC12)NC1=C(C=C(C(=O)NCCN2CCN(CC2)CC2CCNCC2)C=C1)OC)C)=O)CC